C(C=C)(=O)NC1=C(NC2=C(OC3=CN=CC=C32)C(=O)NC3=C(C(=CC(=C3F)OC)OC)F)C=CC(=C1)N1CCN(CC1)CC (2-acrylamido-4-(4-ethylpiperazin-1-yl)anilino)-N-(2,6-difluoro-3,5-dimethoxyphenyl)furo[2,3-c]pyridine-2-carboxamide